FC(OC1=NC(=NN2C1=C(C=C2)C=2C=C1C=CC=NC1=CC2)N[C@H]2C(CN(CC2)C(C)=O)(F)F)F (R)-1-(4-((4-(difluoromethoxy)-5-(quinolin-6-yl)pyrrolo[2,1-f][1,2,4]triazin-2-yl)amino)-3,3-difluoropiperidin-1-yl)ethan-1-one